(+)-menthyl 3,4,5-trimethoxycinnamate ((+)-menthyl 3,4,5-trimethoxycinnamate) C1(CC(C(CC1)C(C)C)C(C(=O)O)=CC1=CC(=C(C(=C1)OC)OC)OC)C.COC=1C=C(C=CC(=O)OC2CC(CCC2C(C)C)C)C=C(C1OC)OC